(R,Z)-N-[1-(2-ethylsulfanyl-3,6-dimethyl-4-oxo-chromen-8-yl)ethylidene]-2-methyl-propane-2-sulfinamide C(C)SC=1OC2=C(C=C(C=C2C(C1C)=O)C)\C(\C)=N/[S@](=O)C(C)(C)C